(R)-tert-butyl-(R)-N-(4-(3-((5-ethynyl-4-methoxypyrimidin-2-yl)amino)pyrrolidine-1-carbonyl)phenyl)acrylamide C(C)(C)(C)C(C(=O)NC1=CC=C(C=C1)C(=O)N1C[C@@H](CC1)NC1=NC=C(C(=N1)OC)C#C)=C